C(#C)C=1C=NC=CC1 (3-ethynyl)pyridine